dihydrospiro[cyclohexane-1,3'-pyrrolo[3,2-b]pyridine]-5'-carboxylic acid N1CC2(C3=NC(=CC=C31)C(=O)O)CCCCC2